2-(1-methylethyl)-4-[[4-(4-nitrophenyl)-1-piperazinyl]carbonyl]-(2H)-phthalazinone CC(C)N1C(C2=CC=CC=C2C(=N1)C(=O)N1CCN(CC1)C1=CC=C(C=C1)[N+](=O)[O-])=O